COC=1C=C(C=CC1C(F)(F)F)NC=1C(=NC=CN1)N1CCN(CC1)C(C=C)=O 1-(4-(3-((3-methoxy-4-(trifluoromethyl)phenyl)amino)pyrazin-2-yl)piperazin-1-yl)prop-2-en-1-one